FC1=NC=CC(=C1)B(O)O 2-Fluoro-4-pyridineboronic acid